3-[2-(2-cyano-2-methylideneethyl)-1-oxo-2,3-dihydro-1H-isoindol-4-yl]-5-methoxybenzonitrile C(#N)C(CN1C(C2=CC=CC(=C2C1)C=1C=C(C#N)C=C(C1)OC)=O)=C